C1(CCCC1)N1C[C@H]([C@@H](CC1)N1N=CC(=C1)C1(NC=C(C(=N1)NC)C(F)(F)F)N)F 2-(1-((trans)-1-cyclopentyl-3-fluoropiperidin-4-yl)-1H-pyrazol-4-yl)-N4-methyl-5-(trifluoromethyl)pyrimidine-2,4-diamine